ClC=1C=NC=CC1NC1=CC2=C(N(C(N2CCC(C)(C)O)=O)C)C=C1 5-((3-Chloropyridin-4-yl)amino)-3-(3-hydroxy-3-methylbutyl)-1-methyl-1,3-dihydro-2H-benzo[d]imidazol-2-on